NC1=CC=C(C(=O)N[C@@H](CCC(=O)O)C(=O)O)C=C1 para-aminobenzoylglutamic acid